2-(2-(5-chloro-2-((tetrahydro-2H-pyran-4-yl)amino)pyrimidin-4-yl)-6,6-dimethyl-4-oxo-4,6-dihydro-5H-thieno[2,3-c]pyrrol-5-yl)propionic acid tert-butyl ester C(C)(C)(C)OC(C(C)N1C(C2=C(C1=O)C=C(S2)C2=NC(=NC=C2Cl)NC2CCOCC2)(C)C)=O